rac-(1r,2r,4s,5r,6s)-4-(2-fluoropyridin-4-yl)-6-hydroxy-N-(2-methyl-3-(trifluoromethyl)phenyl)-8-oxatricyclo[3.2.1.02,4]octane-2-carboxamide FC1=NC=CC(=C1)[C@@]12C[C@@]1([C@H]1C[C@@H]([C@@H]2O1)O)C(=O)NC1=C(C(=CC=C1)C(F)(F)F)C |r|